C(CCCCCCCCC)C(C(=O)O)=C Decyl-Acrylic Acid